2-hydroxy-5-[2-[4-[(2-pyridinylamino)sulfonyl]phenyl]diazenyl]benzoic acid OC1=C(C(=O)O)C=C(C=C1)N=NC1=CC=C(C=C1)S(=O)(=O)NC1=NC=CC=C1